C(C)(=O)C1=CC(=NC=C1)C=1C=NC(=CC1NC1=NC(=NC(=C1)C)C(C)(F)F)NC(C)=O N-(4-acetyl-4'-((2-(1,1-difluoroethyl)-6-methylpyrimidin-4-yl)amino)-[2,3'-bipyridyl]-6'-yl)acetamide